N1=C(C=CC2=NC=CC=C12)C=1C=CN2N=C(N=CC21)N[C@@H]2CC[C@@H](CC2)NC cis-N1-(5-(1,5-naphthyridin-2-yl)pyrrolo[2,1-f][1,2,4]triazin-2-yl)-N4-methylcyclohexane-1,4-diamine